BrC=1C=CC(=C(C1)NS(=O)(=O)C)OCC N-(5-bromo-2-ethoxy-phenyl)methanesulfonamide